C1(=CC=CC=C1)[C@H](CCC)OC(C)=O (S)-1-phenylbutylacetate